NC=1C=NN(C1C(=O)OC)CC1=CC=C(C=2C=CC=NC12)C(=O)OC methyl 8-((4-amino-5-(methoxycarbonyl)-1H-pyrazol-1-yl)methyl)quinoline-5-carboxylate